FC1=C(OC2=NC=CC=C2C(=O)N)C=CC(=C1)CC(=O)NC1=NN2C(C=C(C=C2)OC)=N1 (2-fluoro-4-(2-((7-methoxy-[1,2,4]triazolo[1,5-a]pyridin-2-yl)amino)-2-oxoethyl)phenoxy)pyridine-3-carboxamide